4-amino-1,3-dihydrothieno-[3,4-c]quinoline-8-carboxylic acid NC1=NC=2C=CC(=CC2C2=C1CSC2)C(=O)O